bis(4-t-butylphenyl-diphenylsulfonium) perfluoroethanedisulfonate FC(C(S(=O)(=O)[O-])(F)F)(S(=O)(=O)[O-])F.C(C)(C)(C)C1=CC=C(C=C1)[S+](C1=CC=CC=C1)C1=CC=CC=C1.C(C)(C)(C)C1=CC=C(C=C1)[S+](C1=CC=CC=C1)C1=CC=CC=C1